ClC1=C2CCN([C@@H](C2=C(C=C1)OCC1=NN(C=C1)CC)CN1C(C2=CC=CC=C2C1)=O)C(=O)[C@H]1[C@H](CCCC1)C(=O)O (1S,2r)-2-((S)-5-chloro-8-((1-ethyl-1H-pyrazol-3-yl)methoxy)-1-((1-oxoisoindolin-2-yl)methyl)-1,2,3,4-tetrahydroisoquinoline-2-carbonyl)cyclohexane-1-carboxylic acid